trans-N1-(5-(3-ethyl-2-methyl-3H-imidazo[4,5-b]pyridin-5-yl)pyrrolo[2,1-f][1,2,4]triazin-2-yl)-N3,N3-dimethylcyclobutane-1,3-diamine C(C)N1C(=NC=2C1=NC(=CC2)C=2C=CN1N=C(N=CC12)N[C@@H]1C[C@H](C1)N(C)C)C